Methyl 3-(2-(2-bromo-5-(trifluoromethyl) phenyl)-1-hydroxyethyl)-2-fluorobenzoate BrC1=C(C=C(C=C1)C(F)(F)F)CC(O)C=1C(=C(C(=O)OC)C=CC1)F